C(C(C)C)NCC1=C2C(=NC(=C1)C(=O)NC=1C=NC=C(C1)C1(CC(C1)C)C1=NN=CN1C)C=CN2 7-((isobutylamino)methyl)-N-(5-((1s,3s)-3-methyl-1-(4-methyl-4H-1,2,4-triazol-3-yl)cyclobutyl)pyridin-3-yl)-1H-pyrrolo[3,2-b]pyridine-5-carboxamide